BrC=1SC(=C(N1)C(=O)O)C#N 2-bromo-5-cyanothiazole-4-carboxylic acid